11-fluoro-6,7,13,14-tetrahydro-1,15-ethenopyrazolo[4,3-f][1,4,8,10]benzoxatriazacyclotridecin-4(5H)-one FC=1C=CC2=C(CNC3=NC4=C(C(NCCO2)=O)C=NN4C=C3)C1